C(=O)O.O=C1NC2=C(N1)C=CC(=C2)C(=O)N 2-oxo-2,3-dihydro-1H-benzimidazole-5-carboxamide formate salt